3-[5-Carboxypentyl-[8,8-dimethyl-6-(N-methylanilino)-7H-xanthen-10-ium-3-yl]amino]propan-1-sulfonat C(=O)(O)CCCCCN(CCCS(=O)(=O)[O-])C=1C=CC2=CC=3C(CC(=CC3[O+]=C2C1)N(C1=CC=CC=C1)C)(C)C